4-{4-chloro-1H-pyrrolo[3,2-c]pyridin-3-yl}-2-methyl-6-{[(1r,4r)-4-(trifluoromethyl)cyclohexyl]oxy}pyrimidine ClC1=NC=CC2=C1C(=CN2)C2=NC(=NC(=C2)OC2CCC(CC2)C(F)(F)F)C